1-(3-methoxyphenyl)-3-(3-methyl-4-phenoxy-phenyl)urea COC=1C=C(C=CC1)NC(=O)NC1=CC(=C(C=C1)OC1=CC=CC=C1)C